[4-amino-6-(4-phenoxyanilino)-1,3,5-triazin-2-yl]methanol NC1=NC(=NC(=N1)NC1=CC=C(C=C1)OC1=CC=CC=C1)CO